FC1=C(C=CC=C1)CN1C2=CC=CC(=C2C=2C(=CC=CC12)OCC(=O)O)C(N)=O {9-[(2-Fluorophenyl)methyl]-5-carbamoylcarbazol-4-yl}oxyacetic acid